ascorbic acid phosphate magnesium salt [Mg+2].P(=O)([O-])([O-])[O-].O=C1C(O)=C(O)[C@H](O1)[C@@H](O)CO.P(=O)([O-])([O-])[O-].[Mg+2].[Mg+2]